O=C1NC(CCC1N1C(C2=C(C(=C(C(=C2C1=O)F)F)N1C(C(N(C(C1([2H])[2H])([2H])[2H])CC1CCNCC1)([2H])[2H])([2H])[2H])F)=O)=O 2-(2,6-dioxopiperidin-3-yl)-4,5,7-trifluoro-6-(4-(piperidin-4-ylmethyl)piperazin-1-yl-2,2,3,3,5,5,6,6-d8)isoindoline-1,3-dione